C=CCCCCCCCC alpha-decene